2-amino-2-(2-methyl-1-oxo-3H-pyrrolo[3,4-c]pyridin-7-yl)acetonitrile NC(C#N)C=1C2=C(C=NC1)CN(C2=O)C